2,4-difluoro-3-(3-methyl-piperazin-1-yl)-5-ethyl-5H-indolo[3,2-c]quinoline FC=1C=C2C=3C(=CN(C2=C(C1N1CC(NCC1)C)F)CC)C1=CC=CC=C1N3